OC[C@H]1C[C@@H](N(CC1)C(=O)OC(C)(C)C)C tert-butyl (2S,4R)-4-(hydroxymethyl)-2-methylpiperidine-1-carboxylate